1-(1-cyclohexylpiperidine-4-yl)-3-((5-(5-(difluoromethyl)-1,3,4-oxadiazole-2-yl)pyridine-2-yl)methyl)-5-fluoro-1,3-dihydro-2H-benzo[d]imidazole-2-one C1(CCCCC1)N1CCC(CC1)N1C(N(C2=C1C=CC(=C2)F)CC2=NC=C(C=C2)C=2OC(=NN2)C(F)F)=O